C(CC)C(C(=O)O)(C(=O)O)CCC.C(CC(=O)OCCC)(=O)OCCC dipropyl malonate dipropyl-malonate